1-(1',2'-di-carboxyethyl)benzotriazole C(=O)(O)C(CC(=O)O)N1N=NC2=C1C=CC=C2